racemic-cis-2-allylcyclobutanol C(C=C)[C@@H]1[C@@H](CC1)O |r|